1,8-bis-(tetramethylguanidino)naphthalene CN(C(N(C1=CC=CC2=CC=CC(=C12)N(C(=NC)N(C)C)C)C)=NC)C